The molecule is an 3-hydroxy fatty acyl-CoA(4-) arising from deprotonation of the phosphate and diphosphate OH groups of 3-hydroxyisopentadecanoyl-CoA; the major species at pH 7.3. It is a 3-hydroxy fatty acyl-CoA(4-) and an 11,12-saturated fatty acyl-CoA(4-). It is a conjugate base of a 3-hydroxyisopentadecanoyl-CoA. CC(C)CCCCCCCCCC(CC(=O)SCCNC(=O)CCNC(=O)[C@@H](C(C)(C)COP(=O)([O-])OP(=O)([O-])OC[C@@H]1[C@H]([C@H]([C@@H](O1)N2C=NC3=C(N=CN=C32)N)O)OP(=O)([O-])[O-])O)O